5-(4-bromophenyl)-6-[2-(5-bromopyrimidin-2-yl)oxyethoxy]-N-(propylsulfamoyl)pyrimidin-4-amine BrC1=CC=C(C=C1)C=1C(=NC=NC1OCCOC1=NC=C(C=N1)Br)NS(NCCC)(=O)=O